3-methoxy-N-cyclohexylpropaneamide COCCC(=O)NC1CCCCC1